BrC1=C(C=NC=C1C)C 4-bromo-3,5-dimethyl-pyridine